BrC1(OC(C2=CC=CC=C12)=O)O bromo-3-hydroxyisobenzofuran-1(3H)-one